5-chloro-2-{4-chloro-2-[3-(3,4-dichlorophenyl)ureido]phenoxy}benzenesulfonic acid ClC=1C=CC(=C(C1)S(=O)(=O)O)OC1=C(C=C(C=C1)Cl)NC(=O)NC1=CC(=C(C=C1)Cl)Cl